C(CCCCC)C(C(=O)OCCN(CCN(CCN1CCN(CC1)CCN(CCC(C(=O)[O-])(CCCCCCCC)CCCCCC)CCC(C(=O)[O-])(CCCCCCCC)CCCCCC)CCOC(C(CCCCCCCC)CCCCCC)=O)CCOC(C(CCCCCCCC)CCCCCC)=O)CCCCCCCC ((2-(4-(2-((2-(bis(2-((2-hexyldecanoyl)oxy)ethyl)amino)ethyl)(2-((2-hexyldecanoyl)oxy)ethyl)amino)ethyl)piperazin-1-yl)ethyl)azanediyl)bis(ethane-2,1-diyl)bis(2-hexyldecanoate)